O[C@@H]1C[C@@H](CC1)C(=O)N(C)C1CCC(CC1)N1N=C2C=C(C(=CC2=C1)C(=O)NC=1C=NN2C1N=CC=C2)OC |o1:1,3| rel-2-((1R,4r)-4-((1R,3S)-3-hydroxy-N-methylcyclopentane-1-carboxamido)cyclohexyl)-6-methoxy-N-(pyrazolo[1,5-a]pyrimidin-3-yl)-2H-indazole-5-carboxamide